tert-butyl (S)-10-hydroxy-10-(((R)-2-oxo-4-phenylpyrrolidin-1-yl)methyl)-7-azaspiro[4.5]decane-7-carboxylate O[C@]1(CCN(CC12CCCC2)C(=O)OC(C)(C)C)CN2C(C[C@@H](C2)C2=CC=CC=C2)=O